OC1(CCNCC1)C=1C=NC=CC1 4'-Hydroxy-3',4',5',6'-tetrahydro-2'H-[3,4']bipyridinyl